pentadecan-7-yl 8-((3-hydroxypropyl)(6-oxo-6-((11,11,11-trifluoroundecyl)oxy)-hexyl)amino)octanoate OCCCN(CCCCCCCC(=O)OC(CCCCCC)CCCCCCCC)CCCCCC(OCCCCCCCCCCC(F)(F)F)=O